C(C)(C)(C)C1C(CCCC1)OC(C)=O ACETIC ACID 2-TERT-BUTYLCYCLOHEXYL ESTER